C(=O)C1=CC2=C(C=3C=NN(C3CC2)C(C(=O)[O-])C(C)C)C=C1 2-(7-formyl-4,5-dihydro-3H-benzo[e]indazol-3-yl)-3-methylbutanoate